3-[Cyclopropyl-(4,7,8-trihydroxy-2-oxochromen-3-yl)methyl]-4,7,8-trihydroxy-2H-chromen-2-one C1(CC1)C(C=1C(OC2=C(C(=CC=C2C1O)O)O)=O)C=1C(OC2=C(C(=CC=C2C1O)O)O)=O